C(C1=CC=CC=C1)OC1CN(S(CC1)(=O)=O)C=1C=NN(C1)C1CC1 4-benzyloxy-2-(1-cyclopropylpyrazol-4-yl)thiazinan 1,1-dioxide